FC=1C=NN(C1C1=CC(=C2C(=N1)C(=NN2CC(F)(F)F)C2=CC=NN2C2OCCCC2)N2[C@@H](C[C@H](CC2)O)C)C (2R,4S)-1-(5-(4-fluoro-1-methyl-1H-pyrazol-5-yl)-3-(1-(tetrahydro-2H-pyran-2-yl)-1H-pyrazol-5-yl)-1-(2,2,2-trifluoroethyl)-1H-pyrazolo[4,3-b]pyridin-7-yl)-2-Methylpiperidin-4-ol